monothiophosphate OP(=S)(O)O